FC=1C=CC(=NC1)N1CCNC2=CC=CC=C12 4-(5-fluoropyridin-2-yl)-1,2,3,4-tetrahydroquinoxaline